CC(=CCC1=C2C(=CC(=C1OC)O)[C@@H]3COC4=C([C@@H]3O2)C=CC(=C4)OC)C The molecule is a member of the class of pterocarpans that is (6aR,11aR)-pterocarpan substituted by a hydroxy group at position 8, methoxy groups at positions 3 and 9 and a prenyl group at position 10. Isolated from the roots of Lespedeza floribunda, it acts as a melanin synthesis inhibitor. It has a role as a melanin synthesis inhibitor and a plant metabolite. It is an aromatic ether, a member of phenols and a member of pterocarpans.